6,11b-(epiminoethano)-1,5a-methanonaphtho[1,2-e]indole phosphate P(=O)(O)(O)O.C12=CNC=3C=CC4(C5(C13)C1=CC=CC=C1C=C4NCC5)C2